BrC1=C(C=C(C(=C1)O)OC)C1=NC2=C(N1)C=CC=C2C(=O)N 2-(2-bromo-4-hydroxy-5-methoxyphenyl)-1H-benzo[d]imidazole-4-carboxamide